2-[4-(2-hydroxy-1,1-dimethyl-ethyl)-2-methyl-5-(trifluoromethyl)phenyl]-4-oxo-1H-1,6-naphthyridine-5-carboxamide OCC(C)(C)C1=CC(=C(C=C1C(F)(F)F)C=1NC=2C=CN=C(C2C(C1)=O)C(=O)N)C